1-(1-(4-((1R,5S)-3,8-diazabicyclo[3.2.1]octan-3-yl)-8-fluoro-7-(3-hydroxynaphthalen-1-yl)quinazolin-2-yl)azetidin-3-yl)pyrrolidin-3-ol [C@H]12CN(C[C@H](CC1)N2)C2=NC(=NC1=C(C(=CC=C21)C2=CC(=CC1=CC=CC=C21)O)F)N2CC(C2)N2CC(CC2)O